6-((1-((1-(2-Aminoacetamido)-2-methylpropan-2-yl)sulfonyl)cyclopropyl)methyl)-N-(4-cyanobenzyl)-1-methyl-7-oxo-4,5,6,7-tetrahydro-1H-pyrazolo[3,4-c]pyridine-3-carboxamide NCC(=O)NCC(C)(C)S(=O)(=O)C1(CC1)CN1C(C2=C(CC1)C(=NN2C)C(=O)NCC2=CC=C(C=C2)C#N)=O